C[C@@]12[C@H](C(C([C@H]1[C@@H]1CCC=3C=C(C=CC3[C@H]1CC2)O)O)O)O (17β)-estra-1,3,5(10)-triene-3,15,16,17-tetrol